(3-(4-((1-(3-fluoropropyl)azetidin-3-yl)oxy)phenoxy)-6-hydroxybenzo[b]thiophen-2-yl)(4-hydroxy-2-methylphenyl)methanone FCCCN1CC(C1)OC1=CC=C(OC=2C3=C(SC2C(=O)C2=C(C=C(C=C2)O)C)C=C(C=C3)O)C=C1